7-(5-chloro-2,4-difluorophenyl)-8-(((S)-2-ethoxy-3-hydroxypropyl)thio)-6-(trifluoromethyl)quinazoline-2,4(1H,3H)-dione ClC=1C(=CC(=C(C1)C1=C(C=C2C(NC(NC2=C1SC[C@H](CO)OCC)=O)=O)C(F)(F)F)F)F